[B].[V].[Mg] magnesium-vanadium-boron